N1N=CC(=C1)C1=CC=C(C=C1)NC=1C2=C(N=C(N1)C=1C=C3CNCC3=CC1)C=CO2 5-(4-((4-(1H-pyrazol-4-yl)phenyl)amino)furo[3,2-d]pyrimidin-2-yl)isoindolin